COC(=O)C1C2C3C4C=CC(C3C(C1)C2)C4 8-methoxycarbonyltetracyclo[4.4.0.12,5.17,10]Dodec-3-ene